(2R,3R,4S,5R)-2-(2-chloro-6-((3-ethynylphenyl)amino)-9H-purin-9-yl)-5-(hydroxymethyl)tetrahydrofuran-3,4-diol ClC1=NC(=C2N=CN(C2=N1)[C@@H]1O[C@@H]([C@H]([C@H]1O)O)CO)NC1=CC(=CC=C1)C#C